butyl 6-(4-bromophenoxy)-2-azaspiro[3.3]heptane-2-carboxylate BrC1=CC=C(OC2CC3(CN(C3)C(=O)OCCCC)C2)C=C1